The molecule is a tetrapeptide composed of L-aspartic acid, L-leucine, L-valine and L-serine units joined in sequence. It has a role as a metabolite. CC(C)C[C@@H](C(=O)N[C@@H](C(C)C)C(=O)N[C@@H](CO)C(=O)O)NC(=O)[C@H](CC(=O)O)N